FC1=C(C(=C(C=C1OC)OC)F)[C@@H]1CCCC2=C(NN=C2C2=NNC=C2N)C1 (R)-3-(7-(2,6-difluoro-3,5-dimethoxyphenyl)-1,4,5,6,7,8-hexahydrocyclohepta[c]pyrazol-3-yl)-1H-pyrazol-4-amine